ClC=1C=C(C=C(C1)\C=C/OC)[C@H]1N(CCOC1)C(=O)OC(C)(C)C tert-butyl (R,Z)-3-(3-chloro-5-(2-methoxyvinyl)phenyl)morpholine-4-carboxylate